CC1(CNCC(N1)CNS(=O)(=O)C)C N-((6,6-dimethylpiperazin-2-yl)methyl)methanesulfonamide